C(#N)CC1N(CCN(C1)C=1C2=C(N=C(N1)OC[C@H]1N(CCC1)C)CN(CC2)C2=CC=CC1=CC(=CC=C21)F)C(=O)OC(C)(C)C tert-butyl 2-(cyanomethyl)-4-[7-(6-fluoro-1-naphthyl)-2-[[(2S)-1-methylpyrrolidin-2-yl]methoxy]-6,8-dihydro-5H-pyrido[3,4-d]pyrimidin-4-yl]piperazine-1-carboxylate